FC(C1=CC(=NC=C1C(=O)O)O)F 4-(difluoromethyl)-6-hydroxynicotinic acid